2-[(3R)-3-Methyl-4-[5-[1-(4-piperidyl)-4-piperidyl]pyrimidin-2-yl]-4,8,10,11-tetrazatricyclo[7.4.0.02,7]trideca-1(9),2(7),10,12-tetraen-12-yl]phenol C[C@@H]1C=2C=3C=C(N=NC3NC2CCN1C1=NC=C(C=N1)C1CCN(CC1)C1CCNCC1)C1=C(C=CC=C1)O